CC1=C(C(=O)OC)C=C(C=C1)NC(C1=CC(=CC=C1)C(F)(F)F)=O methyl 2-methyl-5-(3-(trifluoromethyl)benzamido)benzoate